2-methyl-1,4,7-trioxo-1,3,4,7-tetrahydropyrido[3,4-d]pyridazin CN1NC(C=2C(C1=O)=CC(NC2)=O)=O